6,7-dihydro-3H-imidazo[4,5-c]pyridine-5(4H)-carboxylate N1=CNC=2CN(CCC21)C(=O)[O-]